6-chloro-3-(2,4-difluoro-3-(methoxymethoxy)-5-(trifluoromethyl)phenyl)-1-methyl-1H-pyrazolo[4,3-c]pyridine ClC1=CC2=C(C=N1)C(=NN2C)C2=C(C(=C(C(=C2)C(F)(F)F)F)OCOC)F